COC=1C=C(OCC(C)(O)C)C=CC1 1-(3-methoxyphenoxy)-2-methylpropan-2-ol